ClC1=C(C=C(C=C1COC)COC)C(\C=C\C1=CC2=CC=CC=C2C=C1)=O 1-(2-chloro-3,5-dimethoxymethylphenyl)-3-(naphthalen-2-yl)-(2E)-2-propen-1-one